ClC1=C(C=C(C=C1)F)C1NC(C=2C1=C(C=C1C=CC(N(C21)C)=O)NC(C2=CC(=CC(=C2)C(F)(F)F)F)=O)=O N-(7-(2-chloro-5-fluorophenyl)-1-methyl-2,9-dioxo-2,7,8,9-tetrahydro-1H-pyrrolo[3,4-h]quinolin-6-yl)-3-fluoro-5-(trifluoromethyl)benzamide